1-methyl-4-vinylpyridine chloride salt [Cl-].CN1CC=C(C=C1)C=C